2,2-difluoro[1,3]dioxol FC1(OC=CO1)F